(2R,3S,4S,5R)-N-(5,6-bis(hydroxymethyl)pyridin-3-yl)-3-(3,4-difluoro-2-methoxyphenyl)-4,5-dimethyl-5-(trifluoromethyl)tetrahydrofuran-2-carboxamide OCC=1C=C(C=NC1CO)NC(=O)[C@@H]1O[C@]([C@H]([C@H]1C1=C(C(=C(C=C1)F)F)OC)C)(C(F)(F)F)C